NC1=CC=C(C=C1)C1(CC(C2=CC=CC=C12)(C)C)C (4'-aminophenyl)-1,3,3-trimethylindane